(S)-2-((7-(6-((4-chloro-2-fluorobenzyl)oxy)pyridin-2-yl)-1-methyl-1H-indol-4-yl)methyl)-1-(oxetane-2-ylmethyl)-1H-benzo[d]imidazole-6-carboxylic acid methyl ester COC(=O)C=1C=CC2=C(N(C(=N2)CC2=C3C=CN(C3=C(C=C2)C2=NC(=CC=C2)OCC2=C(C=C(C=C2)Cl)F)C)C[C@H]2OCC2)C1